tert-butyl (5-hydroxy-2,3-dihydro-1H-inden-2-yl)carbamate OC=1C=C2CC(CC2=CC1)NC(OC(C)(C)C)=O